Cl.NC1([C@H](C1)C)C(=O)OCC ethyl (2S)-1-amino-2-methylcyclopropane-1-carboxylate hydrochloride